C(CCCC)C1C=CC(NC1)C(C)(C)C1=CC=CC=C1 5-pentyl-2-(2-phenylpropan-2-yl)-2,5-dihydro-1H-pyridin